((N-(4-(6-methylbenzo[d]thiazol-2-yl)phenyl)sulfamoyl)methyl)benzoic acid CC1=CC2=C(N=C(S2)C2=CC=C(C=C2)NS(=O)(=O)CC2=C(C(=O)O)C=CC=C2)C=C1